O1CCC2=C1C=CC(=C2)S(=O)(=O)N2CCC(CC2)C=2SC1=NC=CC=C1N2 2-(1-((2,3-dihydrobenzofuran-5-yl)sulfonyl)piperidin-4-yl)thiazolo[5,4-b]pyridine